tert-Butyl N-[6-[[2-(2,6-dioxo-3-piperidyl)-1,3-dioxo-isoindolin-4-yl]amino]hexyl]carbamate O=C1NC(CCC1N1C(C2=CC=CC(=C2C1=O)NCCCCCCNC(OC(C)(C)C)=O)=O)=O